buteneAt C(C=CC)(=O)[O-]